2-(methylsulfanyl)-4-{[(2S)-1,1,1-trifluoropropan-2-yl]amino}pyrimidine-5-carbaldehyde CSC1=NC=C(C(=N1)N[C@H](C(F)(F)F)C)C=O